4-[6-(4-benzyloxycarbonyl-5-methyl-2,3-dihydroquinoxalin-1-yl)-2-methylsulfinyl-7-oxo-pyrido[2,3-d]pyrimidin-8-yl]-N-(2-methoxyethyl)-N-methyl-benzeneamine oxide C(C1=CC=CC=C1)OC(=O)N1CCN(C2=CC=CC(=C12)C)C1=CC2=C(N=C(N=C2)S(=O)C)N(C1=O)C1=CC=C(C=C1)[N+](C)(CCOC)[O-]